Cl.NC1=NC=CC(=C1)C=1OC=C(N1)C(=O)NC=1C=C2C(=NC1N1CCCCC1)N=C(S2)N2CCOCC2 2-(2-Aminopyridin-4-yl)-N-(2-morpholino-5-(piperidin-1-yl)thiazolo[4,5-b]Pyridin-6-yl)oxazole-4-carboxamide hydrochloride